C(C)OC(C[C@@H](C=1C=C(C=C(C1F)C(F)(F)F)C1=C(C=C(C=C1C)C)O)NC(=O)OC(C)(C)C)=O.C(C1=CC=CC=C1)OCCCC1=NC2=CC(=CC=C2C=C1)N1N=CC=C1 [3-(benzyloxy)propyl]-7-(1H-pyrazol-1-yl)quinoline Ethyl-(S)-3-((tert-butoxycarbonyl)amino)-3-(4-fluoro-2'-hydroxy-4',6'-dimethyl-5-(trifluoromethyl)-[1,1'-biphenyl]-3-yl)propanoate